ClC1=C(C=C(C=C1)C1=CN(C(C=C1)=O)C(C)C)CC(C(=O)NC1=CC=C(C=C1)C=1NC=CN1)NC(OC(C)(C)C)=O tert-butyl N-[1-[[2-chloro-5-(1-isopropyl-6-oxo-3-pyridyl)phenyl]methyl]-2-[4-(1H-imidazol-2-yl)anilino]-2-oxo-ethyl]carbamate